6-(2-methoxyphenyl)-N-[(1s,4s)-4-{[6-chloro-2-(trifluoromethyl)quinolin-4-yl]amino}cyclohexyl]pyridine-3-carboxamide COC1=C(C=CC=C1)C1=CC=C(C=N1)C(=O)NC1CCC(CC1)NC1=CC(=NC2=CC=C(C=C12)Cl)C(F)(F)F